1-((3-cyano-1-azetidinyl)sulfonyl)-1H-pyrazol C(#N)C1CN(C1)S(=O)(=O)N1N=CC=C1